tert-butyl (S)-2-((tert-butoxycarbonyl)amino)-3-(4-(2-(2-(2-(5-cyanothiophene-2-carboxamido)ethoxy)ethoxy)ethoxy)phenyl)propanoate C(C)(C)(C)OC(=O)N[C@H](C(=O)OC(C)(C)C)CC1=CC=C(C=C1)OCCOCCOCCNC(=O)C=1SC(=CC1)C#N